(3-(((4-(trifluoromethyl) benzoyl) oxy) imino) cyclobutyl) carbamate C(N)(OC1CC(C1)=NOC(C1=CC=C(C=C1)C(F)(F)F)=O)=O